6-Chloro-4-hydrazinyl-1-phenyl-1H-pyrazolo[3,4-d]pyrimidine ClC1=NC(=C2C(=N1)N(N=C2)C2=CC=CC=C2)NN